CC1(CCN(CC1)C(=O)OC(C)(C)C)C(NC=1N(C(C=CC1)=O)C)=O tert-butyl 4-methyl-4-[N-(1-methyl-6-oxo-1,6-dihydropyridin-2-yl)carbamoyl]piperidine-1-carboxylate